FC1(CC(C1)(C)NC(C(=O)C1=C(C(=C2CCCCN12)C(=O)NC1=CC(=C(C=C1)F)C)C)=O)F 3-(2-((3,3-difluoro-1-methylcyclobutyl)amino)-2-oxoacetyl)-N-(4-fluoro-3-methylphenyl)-2-methyl-5,6,7,8-tetrahydroindolizine-1-carboxamide